5-(3-Methoxyazetidin-1-yl)-6-(Oxazin-3-ylmethoxy)picolinic acid COC1CN(C1)C=1C=CC(=NC1OCC=1NOC=CC1)C(=O)O